ClC=1C(=C(CN2[C@@H](C[C@@](CC2)(C(=O)O)CC2=NC(=CC(=C2F)C=2SC=CN2)NC2=NNC(=C2)C)C)C=CC1)F (2R,4R)-1-(3-chloro-2-fluorobenzyl)-4-((3-fluoro-6-((5-methyl-1H-pyrazol-3-yl)amino)-4-(thiazol-2-yl)pyridin-2-yl)methyl)-2-methylpiperidine-4-carboxylic acid